ClC=1C(=NC=CC1C1=C(C(=CC=C1)C1=CC=C2C(=N1)N(C=C2CN(C)CCO)C)Cl)C2=CC(=C(CNC[C@H]1CCC(N1)=O)C=C2)OC (R)-5-(((4-(3-chloro-4-(2-chloro-3-(3-(((2-hydroxyethyl)(methyl)amino)methyl)-1-methyl-1H-pyrrolo[2,3-b]pyridin-6-yl)phenyl)pyridin-2-yl)-2-methoxybenzyl)amino)methyl)pyrrolidin-2-one